(2S,4R)-4-hydroxy-N-methyl-1-[rac-(2S)-3-methyl-2-[4-(1H-pyrrol-2-yl)triazol-1-yl]butanoyl]pyrrolidine-2-carboxamide O[C@@H]1C[C@H](N(C1)C([C@H](C(C)C)N1N=NC(=C1)C=1NC=CC1)=O)C(=O)NC |&1:7|